rac-(3aR,5R,7S,7aR)-1,3,3,5,7-pentamethyl-5-(o-tolyl)octahydro-benzo[c]isoxazole CN1OC([C@H]2[C@H]1[C@H](C[C@](C2)(C2=C(C=CC=C2)C)C)C)(C)C |r|